CN(CC(=O)O)C(CN(C(CN(C(CN(C(CN(C(CN(C(CN(C(CN(C(CN(C(CN(C(CCC)=O)C)=O)C)=O)C)=O)C)=O)C)=O)C)=O)C)=O)C)=O)C)=O 3,6,9,12,15,18,21,24,27,30-decamethyl-4,7,10,13,16,19,22,25,28,31-decaoxo-3,6,9,12,15,18,21,24,27,30-decaazatetratriacontanoic acid